NC=1C=C(C=CC1O)C1=CC(=C(C=C1)O)N 3,3'-Diamino-4,4'-dihydroxybiphenyl